BrC1=CC=CC(=N1)S(=O)(C)=N (6-bromopyridin-2-yl)(imino)(methyl)-λ6-sulfanone